(2R)-4,4-difluoro-2-(4-fluorophenyl)-N-[4-(5-methyl-4-oxo-3-phenyl-4,5-dihydro-1H-pyrrolo[3,2-c]pyridin-2-yl)pyridin-2-yl]butanamide FC(C[C@@H](C(=O)NC1=NC=CC(=C1)C1=C(C=2C(N(C=CC2N1)C)=O)C1=CC=CC=C1)C1=CC=C(C=C1)F)F